(Z)-N-((4-amino-2-methylpyrimidin-5-yl)methyl)-N-(5-hydroxy-3-(methylthio)pent-2-en-2-yl)carboxamide hydrochloride Cl.NC1=NC(=NC=C1CN(C=O)\C(\C)=C(\CCO)/SC)C